3-oxa-9-azabicyclo[3.3.1]non-6-ene C12COCC(C=CC1)N2